dicyclohexyl pimelate C(CCCCCC(=O)OC1CCCCC1)(=O)OC1CCCCC1